BrC=1C=C(C(N(C1)C)=O)NC1=CC=C(C=N1)N1CCN(CC1)C(=O)OC(C)(C)C tert-butyl 4-(6-((5-bromo-1-methyl-2-oxo-1,2-dihydropyridin-3-yl)amino)pyridin-3-yl)piperazine-1-carboxylate